2-(2-acetoxyethyl)-5-methyl-pyrazole-3-carboxylic Acid C(C)(=O)OCCN1N=C(C=C1C(=O)O)C